1-Benzyl-N-(5-{5-[3-(Dimethylamino)-2,2-Dimethylpropoxy]-1h-Indol-2-Yl}-6-Oxo-1,6-Dihydropyridin-3-Yl)-1h-Pyrazole-4-Carboxamide C(C1=CC=CC=C1)N1N=CC(=C1)C(=O)NC1=CNC(C(=C1)C=1NC2=CC=C(C=C2C1)OCC(CN(C)C)(C)C)=O